NC1=C(C=C(C(=C1)F)CC)CO (2-Amino-5-ethyl-4-fluorophenyl)methanol